BrC(C(=O)O)(C)C α-bromoisobutyric acid